1-(2-(5-chloropyridin-2-yl)benzyl)piperazine hydrochloride Cl.ClC=1C=CC(=NC1)C1=C(CN2CCNCC2)C=CC=C1